ClC=1C=C(C=CC1OC1CC1)[C@@H]([C@@H](CN1CCCC1)NC(C(C=1OC2=C(C1)C=C(C=C2)C(F)(F)F)(F)F)=O)O N-((1s,2r)-1-(3-chloro-4-cyclopropoxyphenyl)-1-hydroxy-3-(pyrrolidin-1-yl)propan-2-yl)-2,2-difluoro-2-(5-(trifluoromethyl)benzofuran-2-yl)acetamide